FC1=CC(=C(NC(C)C=2C=C(C=C3C(N(C(=NC23)N2CCOCC2)C)=O)C)C=C1)S(=O)(=O)C 8-[1-(4-fluoro-2-methylsulfonyl-anilino)ethyl]-3,6-dimethyl-2-morpholino-quinazolin-4-one